5-cyano-3,4-dimethyl-N-(3-(1-methyl-1H-pyrazol-4-yl)-1H-indazol-5-yl)picolinamide C(#N)C=1C(=C(C(=NC1)C(=O)NC=1C=C2C(=NNC2=CC1)C=1C=NN(C1)C)C)C